C(C)(C)(C)OC(=O)N1C[C@@H]([C@@H](CC1)F)OC=1C2=C(N=C(N1)Cl)NC=C2.COC2=C(C=CC(=C2)OC)C2=CC=C(C=C2)COC=2C=C1CCC(CC1=CC2)CCN(C)C 6-(2',4'-dimethoxybiphenyl-4-yl)methoxy-2-[2-(N,N-dimethylamino)ethyl]Tetralin tert-butyl-(3S,4R)-3-((2-chloro-7H-pyrrolo[2,3-d]pyrimidin-4-yl)oxy)-4-fluoropiperidine-1-carboxylate